4-amino-1-(4-chlorophenyl)-7-cyclopropyl-2-oxo-1,2-dihydroquinoline-3-carboxylic acid methyl ester COC(=O)C=1C(N(C2=CC(=CC=C2C1N)C1CC1)C1=CC=C(C=C1)Cl)=O